2-(4-chlorobenzoyl)pyridine ClC1=CC=C(C(=O)C2=NC=CC=C2)C=C1